ClC=1C(=C(C(=CC1)C(F)F)C1=CN=CC(=N1)C(=O)NC=1C=NN(C1)C(C)C=1C=NC(=NC1)N1[C@@H](CC1)CN[C@H]1[C@@H](CCC1)O)F 6-(3-Chloro-6-(difluoromethyl)-2-fluorophenyl)-N-(1-(1-(2-((S)-2-((((1R,2R)-2-hydroxycyclopentyl)amino)methyl)azetidin-1-yl)pyrimidin-5-yl)ethyl)-1H-pyrazol-4-yl)pyrazine-2-carboxamide